3-Cyclopropyl-1-((4-fluorobicyclo[2.2.1]heptan-1-yl)methyl)-N-(2-(methylthio)pyridin-4-yl)-4-(trifluoromethyl)-1H-pyrazole-5-carboxamide C1(CC1)C1=NN(C(=C1C(F)(F)F)C(=O)NC1=CC(=NC=C1)SC)CC12CCC(CC1)(C2)F